N-(4-(5-(2-(3,3-difluoropyrrolidin-1-yl)-6-methylpyrimidin-4-yl)-1,3,4-oxadiazol-2-yl)-3-(6-azaspiro[2.5]oct-6-yl)phenyl)-2-hydroxyethane-1-sulfonamide FC1(CN(CC1)C1=NC(=CC(=N1)C1=NN=C(O1)C1=C(C=C(C=C1)NS(=O)(=O)CCO)N1CCC2(CC2)CC1)C)F